FC1=C(C(=CC(=C1)C1=CC2=NC=CC(=C2O1)C1=CC(=NC=C1)C(C)(C)OC1OCCCC1)F)C(=O)N1C[C@@H](O[C@@H](C1)C)C (2,6-difluoro-4-(7-(2-(2-((tetrahydro-2H-pyran-2-yl)oxy)propan-2-yl)pyridin-4-yl)furo[3,2-b]pyridin-2-yl)phenyl)((2S,6R)-2,6-dimethylmorpholino)methanone